C(C1=CC=CC=C1)[C@@H]1COCCN1C1=NC=C2C(=N1)NN=C2C=2C(=C(C(=C(C2)C(F)(F)F)F)O)F (R)-3-(6-(3-Benzylmorpholino)-1H-pyrazolo[3,4-d]pyrimidin-3-yl)-2,6-difluoro-5-(trifluoromethyl)phenol